2-amino-3,3-dimethylbutyric acid NC(C(=O)O)C(C)(C)C